2-(4-((2,5-dioxo-3-phenylimidazolin-1-yl)methyl)-2,6-dimethylphenoxy)-2-methylpropanoic acid O=C1N(C(CN1C1=CC=CC=C1)=O)CC1=CC(=C(OC(C(=O)O)(C)C)C(=C1)C)C